sodium 2,4,5-trifluoro-3-methoxybenzoate FC1=C(C(=O)[O-])C=C(C(=C1OC)F)F.[Na+]